Tert-butyl (2-(2-cyano-6-fluoro-4-methoxy-1H-indol-1-yl)ethyl)carbamate C(#N)C=1N(C2=CC(=CC(=C2C1)OC)F)CCNC(OC(C)(C)C)=O